C1(=CC=CC2=CC=CC=C12)C1=C(C=CC(=C1)N)C=CC1=CC=C(C=C1)N (1-naphthyl)-4,4'-diaminostilbene